ClC1=CC=2N(C(NC(C2S1)=O)=O)C1=C(C=CC=C1)Cl 6-chloro-1-(2-chlorophenyl)thieno[3,2-d]pyrimidine-2,4(1h,3h)-dione